3-(4-(7-(2-((3-Chloro-2-methylphenyl)amino)benzoyl)-7H-pyrrolo[2,3-d]pyrimidin-4-yl)-1H-pyrazol-1-yl)-1-(ethylsulfonyl)azetidin ClC=1C(=C(C=CC1)NC1=C(C(=O)N2C=CC3=C2N=CN=C3C=3C=NN(C3)C3CN(C3)S(=O)(=O)CC)C=CC=C1)C